4-chloro-3-cyclopropylpyridine ClC1=C(C=NC=C1)C1CC1